COC1=NC=C(C=N1)C1=CC=C(CN2C=CC3=CC(=CC=C23)N2N=C(C=C2C)C(=O)N)C=C1 1-(1-(4-(2-methoxypyrimidin-5-yl)benzyl)-1H-indol-5-yl)-5-methyl-1H-pyrazole-3-carboxamide